2-methoxycyclohexyldimethylphosphinate COC1C(CCCC1)CP([O-])(=O)C